FC1(CCN(CC1)C1=C(C=CC(=N1)NC(C1=C(C=C(C=C1)NS(=O)(=O)CCO)N1CCC2(CC2)CC1)=O)C=1N=CN(C1)C)F N-(6-(4,4-difluoropiperidin-1-yl)-5-(1-methyl-1H-imidazol-4-yl)pyridin-2-yl)-4-(2-hydroxyethylsulfonylamino)-2-(6-azaspiro[2.5]oct-6-yl)benzamide